C1(=CC=CC=C1)[C@@]12CCN(C[C@H]2C1)C(=O)C1CC2(C1)NC(OC2)=O 2-((1S,6R)-6-phenyl-3-azabicyclo[4.1.0]heptane-3-carbonyl)-7-oxa-5-azaspiro[3.4]octan-6-one